3-fluoro-1-oxido-5-(2-pyridyloxy)pyridin-1-ium FC=1C=[N+](C=C(C1)OC1=NC=CC=C1)[O-]